4-((2S,5r)-4-((S)-(3-cyclopropyl-1,2,4-oxadiazol-5-yl)(4-fluorophenyl)methyl)-2,5-diethylpiperazin-1-yl)-1-methyl-2-oxo-1,2-dihydropyrido[3,2-d]pyrimidine-6-carbonitrile C1(CC1)C1=NOC(=N1)[C@@H](N1C[C@@H](N(C[C@H]1CC)C=1C2=C(N(C(N1)=O)C)C=CC(=N2)C#N)CC)C2=CC=C(C=C2)F